C1(CCCCC1)N1C(CN(C=2C(NC(=NC12)N)=O)C)CC 8-cyclohexyl-7-ethyl-5-methyl-7,8-dihydropterin